6-((3-methyl-1H-pyrazolo[3,4-b]pyridin-5-yl)methyl)-N-(5-(trifluoromethyl)pyridin-3-yl)-4,5,6,7-tetrahydrothieno[2,3-c]pyridine-3-carboxamide CC1=NNC2=NC=C(C=C21)CN2CC1=C(CC2)C(=CS1)C(=O)NC=1C=NC=C(C1)C(F)(F)F